diisobutylaluminum hydride borohydride [BH4-].C(C(C)C)[AlH]CC(C)C